C(N)(=O)CC[NH3+].P phosphine, carbamoylethyl-ammonium salt